OC1=CC=C(C=C1)\C=C/C(=O)C1=CC=C(C=C1)OC (Z)-3-(4-Hydroxyphenyl)-1-(4-methoxyphenyl)prop-2-en-1-one